O1CC=NC(C=NC(C=CC=NC(C=C1)=O)=O)=O oxa[4,7,12]triazacyclopentadecine-5,8,13-trione